FC1=C(C=C(C=N1)NC(=O)C1=C(N(C(=C1C)C(C(NC1CCSCC1)=O)=O)C)C)C N-(6-fluoro-5-methylpyridin-3-yl)-1,2,4-trimethyl-5-(2-oxo-2-((tetrahydro-2H-thiopyran-4-yl)amino)acetyl)-1H-pyrrole-3-carboxamide